N,N-dimethyl-5-{[2'-(quinolin-3-yl)-5',6'-dihydrospiro[azetidine-3,4'-pyrrolo[1,2-b]pyrazol]-1-yl]methyl}-1,3-thiazol-2-amine CN(C=1SC(=CN1)CN1CC2(CCN3N=C(C=C32)C=3C=NC2=CC=CC=C2C3)C1)C